5-[4-[2-amino-2-(1-methylcyclopropyl)ethoxy]-2-methyl-pyrazol-3-yl]-N-(2,6-dimethylpyrimidin-4-yl)pyrazolo[1,5-a]pyridin-2-amine NC(COC1=C(N(N=C1)C)C1=CC=2N(C=C1)N=C(C2)NC2=NC(=NC(=C2)C)C)C2(CC2)C